Benzyl [2-({[(2-methyl-2-propanyl)oxy]carbonyl}amino)ethoxy]carbamate CC(C)(C)OC(=O)NCCONC(OCC1=CC=CC=C1)=O